[Si+4].[O-2].[O-2].[Ti+4] titanium dioxide silicon